CC=1C(=NC(=NC1)NC=1C=CC(=C(C(=O)OC)C1)B1OC(C(O1)(C)C)(C)C)NC(CC)C1=CC=CC=C1 methyl 5-((5-methyl-4-((1-phenylpropyl)amino)pyrimidin-2-yl)amino)-2-(4,4,5,5-tetramethyl-1,3,2-dioxaborolan-2-yl)benzoate